1,4-dioxa-8-azaspiro[4.5]decan-8-amine O1CCOC12CCN(CC2)N